4-iodo-N-(3-methyloxetan-3-yl)-6-(morpholin-4-yl)pyridin-2-amine IC1=CC(=NC(=C1)N1CCOCC1)NC1(COC1)C